C(C)(C)(C)OC(N([C@H]1[C@H](CCC1)O)CC1=CC(=C(C(=C1)C(F)(F)F)O)N)=O (3-amino-4-hydroxy-5-(trifluoromethyl)benzyl)((1R,2S)-2-hydroxycyclopentyl)carbamic acid tert-butyl ester